CN(C1=CC=C(C=C1)C(=O)C1=CC=C(C=C1)N(C)C)C bis(4-dimethylamino-phenyl)ketone